ethyl (2S)-2-[[[(2R,3R,4R,5R)-5-(4-aminopyrrolo[2,1-f][1,2,4]triazin-7-yl)-5-cyano-4-fluoro-3-hydroxy-4-methyloxolan-2-yl]methoxy-phenoxyphosphoryl]amino]propanoate NC1=NC=NN2C1=CC=C2[C@]2([C@]([C@@H]([C@H](O2)COP(=O)(OC2=CC=CC=C2)N[C@H](C(=O)OCC)C)O)(C)F)C#N